6-methyl-10-oxo-5,10-dihydro-6H-pyrido[1,2-H][1,7]Naphthyridine-9-carboxylic acid methyl ester COC(=O)C=1C(C=C2N(C(CC=3C=CC=NC23)C)C1)=O